(E)-ethyl 4-(4-chlorophenyl)-2,2-difluoro-4-thiocyanobut-3-enoate ClC1=CC=C(C=C1)\C(=C/C(C(=O)OCC)(F)F)\SC#N